C(C)(C)(C)OC(=O)N1[C@@H](C[C@@](C1)(C)F)C(NCC1=C(C(=CC=C1)Cl)F)=O (2S,4R)-2-((3-chloro-2-fluorobenzyl)carbamoyl)-4-fluoro-4-methylpyrrolidine-1-carboxylic acid tert-butyl ester